C(CCCCCCC)C(CCCCCCCC)OC(CCCCCCCC(=O)O)=O 9-(1-octylnonoxy)-9-oxo-nonanoic acid